C(C1=CC=CC=C1)(=O)C=1C=C2C=3C=C(C=CC3N(C2=CC1)CC)C(C(C)(C)O)=O 1-(6-benzoyl-9-ethyl-9H-carbazol-3-yl)-2-hydroxy-2-methylpropan-1-one